C(=O)(OB1OC(C(O1)=O)=O)OB1OC(C(O1)=O)=O 2,2'-(carbonylbisoxy)bis(1,3,2-dioxaborolane-4,5-dione)